5-(1-(2-(4-chlorophenyl)acetyl)-piperidin-4-yl)-3-hydroxy-pyridine ClC1=CC=C(C=C1)CC(=O)N1CCC(CC1)C=1C=C(C=NC1)O